NC1(CCN(CC1)C=1C2=CN(N=C2C(=C(C1)F)C(=O)NC=1C=C(C=2N(C1)C=C(N2)C)F)CC)CC 4-(4-amino-4-ethylpiperidin-1-yl)-2-ethyl-6-fluoro-N-{8-fluoro-2-methylimidazo[1,2-a]pyridin-6-yl}indazole-7-carboxamide